4-(3-Bromophenylamino)-2',4',7'-trimethyl-2',3'-dihydrospiro[cyclohexane-1,1'-indene]-4-carboxylic acid BrC=1C=C(C=CC1)NC1(CCC2(C(CC3=C(C=CC(=C23)C)C)C)CC1)C(=O)O